sphingosine phosphate P(=O)(O)(O)O.OC[C@H](N)[C@H](O)\C=C\CCCCCCCCCCCCC